1,3-Bis[4-(dimethylamino)phenyl]-2,4-dihydroxycyclobutenediylium dihydroxide [OH-].[OH-].CN(C1=CC=C(C=C1)[C+]1[C+](C(=C1O)C1=CC=C(C=C1)N(C)C)O)C